Tert-butyl 1-[4'-methoxy-[1,1'-biphenyl]-3-yl]piperidine-4-carboxylate COC1=CC=C(C=C1)C1=CC(=CC=C1)N1CCC(CC1)C(=O)OC(C)(C)C